5-((5-(diethylamino)pentan-2-yl)amino)-N-(5-methoxyquinolin-8-yl)pyrazine-2-carboxamide C(C)N(CCCC(C)NC=1N=CC(=NC1)C(=O)NC=1C=CC(=C2C=CC=NC12)OC)CC